CC1(OC[C@@H](O1)[C@@H](C(=O)OC(C)C)O)C Isopropyl (S)-2-((R)-2,2-dimethyl-1,3-dioxolan-4-yl)-2-hydroxyacetate